1-(trifluoromethylsulfonyl)piperazine FC(S(=O)(=O)N1CCNCC1)(F)F